O[C@@H]1[C@@H](O)[C@@H](O)[C@@H](O)[C@H](O1)CO α-D-talopyranose